CN(C)C1=NC=C(C=C1Br)I N,N-dimethyl(3-bromo-5-iodo-2-pyridyl)amine